ClC1=CC=CC2=C1NC(=N2)C(=O)N2[C@H](C=1N(CC2)N=CC1)C (S)-(7-Chloro-1H-benzo[d]imidazol-2-yl)(4-methyl-6,7-dihydropyrazolo[1,5-a]pyrazin-5(4H)-yl)methanone